2,5-Bis-(nonyldithio)-1,3,4-thiadiazol C(CCCCCCCC)SSC=1SC(=NN1)SSCCCCCCCCC